methyl-1-[2-(4-acetylpiperazin-1-yl)pyrimidin-5-yl]cyclopropane CC1(CC1)C=1C=NC(=NC1)N1CCN(CC1)C(C)=O